4-(4-methyl-1-piperazinyl)benzaldehyde CN1CCN(CC1)C1=CC=C(C=O)C=C1